O.[Li].[Li].[Li].[C@@H]1([C@H](O)[C@H](OP(=O)(O)O)[C@@H](COP(=O)(O)OP(=O)(O)OCC(C)(C)[C@@H](O)C(=O)NCCC(=O)NCCS)O1)N1C=NC=2C(N)=NC=NC12 coenzyme A trilithium hydrate